N-phenyl-6-(4,4,5,5-tetramethyl-1,3,2-dioxaborolan-2-yl)-1-naphthalene-carboxamide C1(=CC=CC=C1)NC(=O)C1=CC=CC2=CC(=CC=C12)B1OC(C(O1)(C)C)(C)C